4-(1-(4-((2-oxa-5-azabicyclo[2.2.1]hept-5-yl)methyl)-2-chlorophenyl)-1H-imidazol-4-yl)-N-(1-(methylsulfonyl)piperidin-4-yl)-5-(trifluoromethyl)pyrimidin-2-amine C12OCC(N(C1)CC1=CC(=C(C=C1)N1C=NC(=C1)C1=NC(=NC=C1C(F)(F)F)NC1CCN(CC1)S(=O)(=O)C)Cl)C2